2-(2-Hydroxyphenyl)Benzothiazole OC1=C(C=CC=C1)C=1SC2=C(N1)C=CC=C2